5,11-dimethyl-6H-pyrido[4,3-b]carbazol-9-ol CC1=C2C(=C(C=3C=4C=C(C=CC4NC13)O)C)C=NC=C2